C1=CC=CC=2C3=CC=CC=C3N(C12)C=1C=C(C=CC1)NC1=CC=C(C=C1)C1=CC=C(C=C1)C1=CC=CC=C1 N-(3-(9H-carbazol-9-yl)phenyl)[1,1':4',1''-terphenyl]-4-amine